ClC=1C=C(C=C(C1F)F)NC(=O)[C@@H]1[C@@H](N(CC1)C(=O)C=1NC(=CC1)C)C (2S,3S)-N-(3-chloro-4,5-difluorophenyl)-2-methyl-1-(5-methyl-1H-pyrrole-2-carbonyl)pyrrolidine-3-carboxamide